3-methyl-4-((7-(methyl-d3)-8-oxo-9-(tetrahydro-2H-pyran-4-yl)-8,9-dihydro-7H-purin-2-yl)amino)benzonitrile CC=1C=C(C#N)C=CC1NC1=NC=C2N(C(N(C2=N1)C1CCOCC1)=O)C([2H])([2H])[2H]